N-Isopropyl-N'-(5-trifluoromethyl-pyridin-3-yl)-6-(4-trifluoromethyl-pyrimidin-2-yl)-[1,3,5]triazine-2,4-diamine C(C)(C)NC1=NC(=NC(=N1)NC=1C=NC=C(C1)C(F)(F)F)C1=NC=CC(=N1)C(F)(F)F